C(#N)C=1C(=CC(=NC1)NC(=O)N1CCCC2=CC(=C(N=C12)C=O)CN1C(OC[C@@H]1C)=C=O)N1C[C@H](CC1)OC N-(5-Cyano-4-((S)-3-methoxypyrrolidin-1-yl)pyridin-2-yl)-7-formyl-6-(((S)-4-methyl-2-carbonyloxazolidin-3-yl)methyl)-3,4-dihydro-1,8-naphthyridin-1(2H)-carboxamide